sodium salicylidenediphenol borate B([O-])([O-])OC1=C(C=CC=C1)C(C=1C(O)=CC=CC1)C1=C(C=CC=C1)O.[Na+].[Na+]